CN[C@@H](CC(C)C)C(=O)[O-] Methyl-L-leucinate